PyreneMethylAmine C1(=CC=C2C=CC3=CC=CC4=CC=C1C2=C34)CN